(4,8-bis(5-(2-ethylhexyl)-3,4-difluorothiophen-2-yl)benzo[1,2-b:4,5-b']dithiophene-2,6-diyl)bis(trimethyltin) C(C)C(CC1=C(C(=C(S1)C1=C2C(SC(=C2)[Sn](C)(C)C)=C(C2=C1SC(=C2)[Sn](C)(C)C)C=2SC(=C(C2F)F)CC(CCCC)CC)F)F)CCCC